[Br-].BrC=1C(=[N+](C=CC1)CC(C1=CC(=C(C(=C1)F)F)F)=O)C 3-bromo-2-methyl-1-[2-oxo-2-(3,4,5-trifluorophenyl)ethyl]Pyridin-1-ium bromide